[N-](S(=O)(=O)C(F)(F)C(F)(F)F)S(=O)(=O)C(F)(F)C(F)(F)F.C(C1CO1)[N+](C)(C)C glycidyl-trimethyl-ammonium bis(pentafluoroethanesulfonyl)imide salt